2,3-dihydro-benzofuran-5-carboxylic acid [2-(4-hydroxy-piperidin-1-yl)-benzooxazol-5-yl]-amide OC1CCN(CC1)C=1OC2=C(N1)C=C(C=C2)NC(=O)C=2C=CC1=C(CCO1)C2